dibutyl-furandicarboxylic acid C(CCC)C1=C(C(=C(O1)C(=O)O)C(=O)O)CCCC